(3R)-2-[(4-chloro-2-methanesulfonylphenyl)methyl]4-(4-chlorophenyl)-3-((1-[hydroxy(2H2)methyl]cyclopropyl)(2H2)methoxy)-6-(2-hydroxypropan-2-yl)-2,3-dihydro-1H-isoindol-1-one ClC1=CC(=C(C=C1)CN1C(C2=CC(=CC(=C2[C@H]1OC([2H])([2H])C1(CC1)C([2H])([2H])O)C1=CC=C(C=C1)Cl)C(C)(C)O)=O)S(=O)(=O)C